(±)-trans-2-((3-(4-chlorobenzyl)-4-ethylthio-2,6-dioxo-3,6-dihydro-1,3,5-Triazin-1(2H)-yl)methyl)cyclopropane-1-carboxylic acid methyl ester COC(=O)[C@H]1[C@@H](C1)CN1C(N(C(=NC1=O)SCC)CC1=CC=C(C=C1)Cl)=O |r|